ONC(C=CC1=CC=C(C=C1)CN(C1CCCC=2C=CC=NC12)CC1=NC=CC2=CC=CC=C12)=O N-hydroxy-3-(4-(((isoquinolin-1-ylmethyl)(5,6,7,8-tetrahydroquinolin-8-yl)amino)methyl)phenyl)acrylamide